2-((tert-butoxycarbonyl)amino)-3-(3-(4-methyl-2-oxopiperazin-1-yl)phenyl)propanamide C(C)(C)(C)OC(=O)NC(C(=O)N)CC1=CC(=CC=C1)N1C(CN(CC1)C)=O